N1=CN=C2C(NCC=C21)=O imidazo[4,5-c]pyridin-4(5H)-one